N1=CN=C(C=C1)C1C(C1)C(=O)N 2-pyrimidin-4-yl-cyclopropanecarboxamide